FC=1C(=NC=C(C1C1=C(C=NC(=C1)C)C(=O)NC=1SC(=NN1)OC1CCC(CC1)O)OC)C 3'-fluoro-N-(5-(((1r,4r)-4-hydroxycyclohexyl)oxy)-1,3,4-thiadiazol-2-yl)-5'-methoxy-2',6-dimethyl-(4,4'-bipyridine)-3-carboxamide